4-chloro-1-cyclopropyl-5-fluoro-2,3-dihydro-1H-indene-1,7-diol ClC1=C2CCC(C2=C(C=C1F)O)(O)C1CC1